tertbutyl 3-(hydroxymethyl)-3-methylpiperidine-1-carboxylate OCC1(CN(CCC1)C(=O)OC(C)(C)C)C